(2S)-2-({2-[(1S)-1-[(3-chlorophenyl)amino]ethyl]-1,3-thiazol-5-yl}formamido)-3-cyclopentyl-N-(2,6-dimethylpyridin-4-yl)propanamide ClC=1C=C(C=CC1)N[C@@H](C)C=1SC(=CN1)C(=O)N[C@H](C(=O)NC1=CC(=NC(=C1)C)C)CC1CCCC1